aspartyl-phenyl-alanine, methyl ester N[C@@H](CC(=O)O)C(=O)N([C@@H](C)C(=O)OC)C1=CC=CC=C1